5-(3,4,5-trifluorophenyl)-2,5,6,7-tetrahydro-3H-pyrrolo[2,1-c][1,2,4]triazol-3-one FC=1C=C(C=C(C1F)F)C1CCC2=NNC(N21)=O